C1(CC1)COC1CN(CC1)C1CCN(CC1)C1=CC(=C2C(=N1)C(=CS2)C(=O)NC)C(F)(F)F 5-[4-[3-(cyclopropylmethoxy)pyrrolidin-1-yl]-1-piperidinyl]-N-methyl-7-(trifluoromethyl)thieno[3,2-b]pyridine-3-carboxamide